BrC1=C(OCC(CCl)O)C=CC(=C1)C(C)(C)C1=CC=C(C=C1)OCC(CN1N=NC=C1CO)O 1-(2-bromo-4-(2-(4-(2-hydroxy-3-(5-(hydroxymethyl)-1H-1,2,3-triazol-1-yl)propoxy)phenyl)propan-2-yl)phenoxy)-3-chloropropan-2-ol